ClC=1N=C(C2=C(N1)SC(=C2)C)N2CC(C2)C(=O)NC(C)(C)C2=CN=C1N2C=CC=C1 1-(2-chloro-6-methylthieno[2,3-d]pyrimidin-4-yl)-N-(2-(imidazo[1,2-a]pyridin-3-yl)propan-2-yl)azetidine-3-carboxamide